C(C)(C)(C)OC(NC1CCN(CC1)CC1=CC=C(C=C1)CNCC1=CC(=C(C=C1)CN1C2=NC(=NC(=C2N=C1O)N)OCC)OC)=O tert-butyl-(1-(4-(((4-((6-amino-2-ethoxy-8-hydroxy-9H-purin-9-yl)methyl)-3-methoxybenzyl) amino)methyl)benzyl) piperidin-4-yl)carbamate